trans-8-((4-(benzo[d][1,3]dioxol-4-yl(cyclobutylmethyl)amino)cyclohexyl)(methyl)amino)-5-methyl-6-oxo-5,6-dihydro-1,5-naphthyridine-2,7-dicarbonitrile O1COC2=C1C=CC=C2N([C@@H]2CC[C@H](CC2)N(C2=C(C(N(C=1C=CC(=NC21)C#N)C)=O)C#N)C)CC2CCC2